2-(7-methoxy-1-(trifluoromethyl)-9H-pyrido[3,4-b]indol-9-yl)-N,N-dimethylethylamine COC1=CC=C2C3=C(N(C2=C1)CCN(C)C)C(=NC=C3)C(F)(F)F